Cl.Cl.NC(C(=O)NCCN1C[C@@H](CC1)F)(C)C 2-amino-N-[2-[(3R)-3-fluoropyrrolidin-1-yl]ethyl]-2-methyl-propionamide dihydrochloride